THIAZOLCARBOXAMIDE S1C(=NC=C1)C(=O)N